NCCCCCCCCC aminononane